CC1(OC2=CC(=CC=C2CC1)NC(CC1=NC=C2C=CC(=NC2=C1)C1=NC(=CC=C1)N1C[C@@H](O[C@@H](C1)C)C)=O)C N-(2,2-dimethylchroman-7-yl)-2-(2-(6-((cis)-2,6-dimethylmorpholino)pyridin-2-yl)-1,6-naphthyridin-7-yl)acetamide